(2S,4R)-1-[(2S)-2-(4-cyclopropyltriazol-1-yl)-3,3-dimethyl-butanoyl]-4-hydroxy-N-[(1-tetrahydropyran-4-ylcyclopropyl)methyl]pyrrolidine-2-carboxamide C1(CC1)C=1N=NN(C1)[C@H](C(=O)N1[C@@H](C[C@H](C1)O)C(=O)NCC1(CC1)C1CCOCC1)C(C)(C)C